O1C(=NC2=C1C=CC=C2)C=2C(=C(C#N)C(=C(C2N2C1=CC=CC=C1C=1C=C(C=CC21)C2=CC=CC=C2)C=2C=C(C=C(C2)C2=CC=CC=C2)C2=CC=CC=C2)N2C1=CC=CC=C1C=1C=C(C=CC21)C2=CC=CC=C2)C=2C=C(C=C(C2)C2=CC=CC=C2)C2=CC=CC=C2 3-(1,3-benzoxazol-2-yl)-4,6-bis(3-phenyl-9H-carbazol-9-yl)-2,5-bis({5-phenyl-[1,1'-biphenyl]-3-yl})benzonitrile